BrC1=C(C(=C2C=CC=CC2=C1)C1=C(C(=CC2=CC=CC=C12)Br)O[Si](C)(C)C(C)(C)C)O (R)-3,3'-dibromo-2'-(tert-butyldimethylsilyloxy)-1,1'-binaphthyl-2-ol